C(C1=CC=CC=C1)OC1=C(C(=O)OCC2=CC=CC=C2)C=CC(=C1)N(C(=O)[C@@H]1N(CC1)S(=O)(=O)C1=C(C(=C(C(=C1F)F)F)F)F)CC1=NC=C(N=C1)C1CCCC1 benzyl (R)-2-(benzyloxy)-4-(N-((5-cyclopentylpyrazin-2-yl)methyl)-1-((perfluorophenyl)sulfonyl)azetidine-2-carboxamido)benzoate